8-oxo-1,6,7,8-tetrahydroimidazo[4,5-e]isoindole-2-carboxamide O=C1NCC2=CC=C3C(=C12)NC(=N3)C(=O)N